NCCC=1SC=C(N1)C(=O)NCC1=NC=CC=C1OC 2-(2-aminoethyl)-N-[(3-methoxypyridin-2-yl)methyl]-1,3-thiazole-4-carboxamide